CC1(C(C(CC2(CCN(CC2)C2=CC=CC=C2)C1)C#N)=O)C 10,10-dimethyl-9-oxo-3-phenyl-3-azaspiro[5.5]undecane-8-carbonitrile